1-(4-(3,8-diazabicyclo-[3.2.1]octan-3-yl)-8-fluoro-2-(((2R,7aS)-2-fluorotetra-hydro-1H-pyrrolizin-7a(5H)-yl)methoxy)quinazolin-7-yl)-2-naphthonitrile C12CN(CC(CC1)N2)C2=NC(=NC1=C(C(=CC=C21)C2=C(C=CC1=CC=CC=C21)C#N)F)OC[C@]21CCCN1C[C@@H](C2)F